C1(CC1)CNC(C(=O)O)C 2-[(CYCLOPROPYLMETHYL)AMINO]PROPANOIC ACID